C1(CC1)C=1C(=C2C(C(N(C2=C(C1)F)C=1C(N(C=CC1C)CCCC(=O)O)=O)=O)(C)C)F (Sa)-4-(3-(5-cyclopropyl-4,7-difluoro-3,3-dimethyl-2-oxoindolin-1-yl)-4-methyl-2-oxopyridin-1(2H)-yl)butanoic acid